tert-butyl N-(tert-butoxycarbonyl)-N-[3-fluoro-4-({5-[(3-fluoropyridin-2-yl)methoxy]-4-methylpyridin-3-yl}methyl)pyridin-2-yl]carbamate C(C)(C)(C)OC(=O)N(C(OC(C)(C)C)=O)C1=NC=CC(=C1F)CC=1C=NC=C(C1C)OCC1=NC=CC=C1F